NC1=NC(C=2N=CN(C2N1)C1OC(C(C1O)O)CO)=O 2-amino-9-[3,4-dihydroxy-5-(hydroxymethyl)oxolane-2-yl]-3H-purin-6-one